1-(4-((4-methoxybenzyl)oxy)butyl)hydrazinecarbonitrile COC1=CC=C(COCCCCN(N)C#N)C=C1